N-ethoxy-6-((6-fluoropyridin-3-yl)amino)nicotinamide C(C)ONC(C1=CN=C(C=C1)NC=1C=NC(=CC1)F)=O